3-(2,6-dichlorophenyl)-1-((tetrahydro-2H-pyran-4-yl)methyl)-1H-pyrrole-2,5-dione ClC1=C(C(=CC=C1)Cl)C=1C(N(C(C1)=O)CC1CCOCC1)=O